C(C)(C)(C)N1N=C(C=C1)C(=O)NCC1=C(C=C(C=C1)C=1C=2N(C=C(N1)C=1C=NN(C1)C)N=CC2)C 1-(Tert-butyl)-N-(2-methyl-4-(6-(1-methyl-1H-pyrazol-4-yl)pyrazolo[1,5-a]pyrazin-4-yl)benzyl)-1H-pyrazole-3-carboxamide